OC1=C(C=CC(=C1)O)C(\C=C\C1=CC(=C(C=C1)OC)COC1=CC=C(C=C1)[N+](=O)[O-])=O (E)-1-(2,4-Dihydroxyphenyl)-3-[4-methoxy-3-[(4-nitrophenoxy)methyl]phenyl]prop-2-en-1-one